([4-amino-7-bromo-1-ethyl-1H-imidazo[4,5-c]quinolin-2-yl]methyl)-N-ethylcarbamic acid tert-butyl ester C(C)(C)(C)OC(N(CC)CC=1N(C2=C(C(=NC=3C=C(C=CC23)Br)N)N1)CC)=O